titanium bis(ethylacetoacetate) di-n-propoxide [O-]CCC.[O-]CCC.C(C)CC(CC(=O)[O-])=O.C(C)CC(CC(=O)[O-])=O.[Ti+4]